[Ag].[Cu].[Mg] magnesium-copper-silver